FC(C=1N=CC(=NC1)C(=O)NC12CC(C1)(C2)NC(=O)C2=CN=C(O2)C2=CC=CC=C2)F 5-(difluoromethyl)-N-{3-[(2-phenyl-1,3-oxazole-5-carbonyl)amino]bicyclo[1.1.1]pent-1-yl}pyrazine-2-carboxamide